BrC=1C=2C(C(=NC1)C1=CC=C(S1)C1=CC=C(C3=NSN=C31)C=3SC(=CC3)C3=NC=C(C=1C3=NN(N1)CCCCC(CCCCCCCCCC)CCCCCCCCCC)Br)=NN(N2)CCCCC(CCCCCCCCCC)CCCCCCCCCC 4,7-bis(5-(7-bromo-2-(5-decylpentadecyl)-[1,2,3]triazolo[4,5-c]pyridine-4-yl)thiophene-2-yl)benzo[c][1,2,5]thiadiazole